1-methyl-3-dodecylimidazolium bis(trifluoromethylsulfonyl)imide [N-](S(=O)(=O)C(F)(F)F)S(=O)(=O)C(F)(F)F.CN1C=[N+](C=C1)CCCCCCCCCCCC